2-imino-3-(2-(1-methoxyethyl)phenyl)thiazolidin-4-one N=C1SCC(N1C1=C(C=CC=C1)C(C)OC)=O